4,4-dimethylhex-1-ene CC(CC=C)(CC)C